hydroxytetracarbonyl-ruthenium (II) O[Ru+](=C=O)(=C=O)(=C=O)=C=O